ClC1(SCSCC1)C=CC=CC1=C(C=CC=C1)C(F)(F)F 4-chloro-4-(4-(trifluoromethyl-phenyl)buta-1,3-dien-1-yl)-1,3-dithiane